BrC=1N=CC(=NC1)N1CC2(C1)CC(C2)(F)F 2-(5-Bromopyrazin-2-yl)-6,6-difluoro-2-azaspiro[3.3]heptane